N-(4-bromo-2-methoxybenzyl)-O-methylhydroxylamine BrC1=CC(=C(CNOC)C=C1)OC